sulforibose S(=O)(=O)(O)C(=O)[C@H](O)[C@H](O)[C@H](O)CO